Propylmonomethylammonium orthophosphate P(=O)([O-])([O-])[O-].C(CC)[NH2+]C.C(CC)[NH2+]C.C(CC)[NH2+]C